BrC=1C(=NN(C1)C1=CC=C(C=N1)N)C 6-(4-bromo-3-methyl-pyrazol-1-yl)pyridin-3-amine